C(C)(C)(C)N(C(O)=O)CC1=CN=C(S1)SC1=CC2=CC=CC=C2C=C1.ClC1=CC=CC(=N1)C(=O)NS(=O)(=O)C 6-chloro-N-(methylsulfonyl)picolinamide tert-Butyl-((2-(naphthalen-2-ylthio)thiazol-5-yl)methyl)carbamate